4-(5-Cyclopropyl-1,2-oxazol-3-yl)-N-[2-fluoro-6-(5-methylpyridin-3-yl)phenyl]-4-methylpiperidine-1-carboxamide C1(CC1)C1=CC(=NO1)C1(CCN(CC1)C(=O)NC1=C(C=CC=C1C=1C=NC=C(C1)C)F)C